C(C)C1=C(C(=O)NC2=CC=C(C=C2)N2C3=C(NC(CC2=O)=O)C2=CC=CC=C2C=C3)C(=CC=C1)OC 5-[4-[2-ethyl-6-methoxybenzoylamino]phenyl]-1H-naphtho[1,2-B][1,4]diazepine-2,4(3H,5h)-dione